ClC1=NC=C(C(=C1)NCC[C@@H](C)O)C#CC1=CC=C(C=C1)S(=O)(=O)C (R)-4-((2-chloro-5-((4-(methylsulfonyl)phenyl)ethynyl)pyridin-4-yl)amino)butan-2-ol